C(C1=CC=CC=C1)SC1=CC=C(C=C1)[N+](=O)[O-] benzyl-(4-nitrophenyl)sulfane